5-(5',6'-Dihydrospiro[azetidine-3,4'-pyrrolo[1,2-b]pyrazol]-2'-yl)-3-[(1R)-1-phenylethoxy]pyridin-2-amine hydrogen chloride Cl.N=1N2C(=CC1C=1C=C(C(=NC1)N)O[C@H](C)C1=CC=CC=C1)C1(CC2)CNC1